2-[({[3-bromo-1-(3-chloropyridin-2-yl)-1H-pyrazol-5-yl]carbonyl}amino)benzoyl]-1,2-diethylhydrazinecarboxylic acid methyl ester COC(=O)N(N(CC)C(C1=C(C=CC=C1)NC(=O)C1=CC(=NN1C1=NC=CC=C1Cl)Br)=O)CC